C(C)(C)N1CCC(CC1)N1CCC(CC1)C1=CC2=C(C(=N1)C)N=C(N2C)C2=CC=C(C=C2)S(=O)(=O)C 6-(1'-isopropyl-[1,4'-bipiperidin]-4-yl)-1,4-dimethyl-2-(4-(methylsulfonyl)phenyl)-1H-imidazo[4,5-c]pyridine